2-(5-bromo-2-(4-((tert-butyldimethylsilyl)oxy)-2-methylbutan-2-yl)-3-((diisopropyloxyphosphoryl)oxy)phenyl)acetic acid BrC=1C=C(C(=C(C1)CC(=O)O)C(C)(CCO[Si](C)(C)C(C)(C)C)C)OP(=O)(OC(C)C)OC(C)C